N-{4-[4-(3-{1-[4-(acetamidosulfonyl)phenyl]-1H-1,2,3-triazol-4-yl}phenyl)-1H-1,2,3-triazol-1-yl]benzenesulfonyl}-N-pentylacetamide C(C)(=O)NS(=O)(=O)C1=CC=C(C=C1)N1N=NC(=C1)C=1C=C(C=CC1)C=1N=NN(C1)C1=CC=C(C=C1)S(=O)(=O)N(C(C)=O)CCCCC